FC1=CC(=CC=2O[C@@H]3[C@H](CCC21)[C@H]([C@@H](C3)O)\C=C\C(C3(CC3)C3=CC=CC=C3)O)C(=O)O (1R,2R,3aS,10aR)-8-fluoro-2-hydroxy-1-[(1E,3ξ)-3-hydroxy-3-(1-phenylcyclopropyl)-1-propen-1-yl]-2,3,3a,9,10,10a-hexahydro-1H-benzo[b]cyclopenta[f]oxepin-6-carboxylic acid